1'-((8-fluoro-3-methyl-4-oxo-4,5-dihydropyrazolo[1,5-a]quinoxalin-7-yl)methyl)-N,3'-dimethyl-1',2',3',6'-tetrahydro-[3,4'-bipyridine]-6-carboxamide FC1=C(C=C2NC(C=3N(C2=C1)N=CC3C)=O)CN3CC(C(=CC3)C=3C=NC(=CC3)C(=O)NC)C